2-[[6-[[2-[4-(2-azaspiro[3.3]heptan-6-yloxy)-1-piperidyl]-5-chloro-pyrimidin-4-yl]amino]-1-ethyl-2-oxo-3-quinolyl]oxy]-N-methyl-acetamide C1NCC12CC(C2)OC2CCN(CC2)C2=NC=C(C(=N2)NC=2C=C1C=C(C(N(C1=CC2)CC)=O)OCC(=O)NC)Cl